(R)-3,5'-dichloro-4-((3,5-difluoropyridin-2-yl)methoxy)-2'-(3-(2-hydroxypropan-2-yl)-4-methyl-1H-pyrazol-1-yl)-6-Methyl-2H-[1,4'-bipyridyl]-2-one ClC=1C(N(C(=CC1OCC1=NC=C(C=C1F)F)C)C1=CC(=NC=C1Cl)N1N=C(C(=C1)C)C(C)(C)O)=O